C(C)OC=1C=CC=C(C1[N+](=O)[O-])S(=O)(=O)O (E)-(3-ethoxy-4-nitro-5-sulfobenzene)